2-((1H-benzo[d][1,2,3]triazol-5-yl)methyl)-5-methyl-isoindoline-1,3-dione N1N=NC2=C1C=CC(=C2)CN2C(C1=CC=C(C=C1C2=O)C)=O